6-Methyl-7-(naphthalen-1-yl)-2-thioxo-1,2,3,5,6,7-hexahydro-4H-pyrano[2,3-d]pyrimidin-4-one CC1CC2=C(NC(NC2=O)=S)OC1C1=CC=CC2=CC=CC=C12